4-[3-[2,6-dichloro-4-[(3R)-1-[(2-methylpropan-2-yl)oxycarbonyl]piperidin-3-yl]oxybenzoyl]-2,4-dihydro-1,3-benzoxazin-8-yl]-5-fluoro-2-morpholin-4-ylbenzoic acid ClC1=C(C(=O)N2COC3=C(C2)C=CC=C3C3=CC(=C(C(=O)O)C=C3F)N3CCOCC3)C(=CC(=C1)O[C@H]1CN(CCC1)C(=O)OC(C)(C)C)Cl